2,2'-azobis(2-methylbutanenitrile) N(=NC(C#N)(CC)C)C(C#N)(CC)C